CN1C(=NN=C1)C1(CC(C1)=C)C=1C=C(C=CC1)N1C(C2=CC(=CC(=C2C1)C(F)(F)F)CNC1(CCC1)C)=O 2-(3-(1-(4-methyl-4H-1,2,4-triazol-3-yl)-3-methylenecyclobutyl)phenyl)-6-(((1-methylcyclobutyl)amino)methyl)-4-(trifluoromethyl)-isoindolin-1-one